Cl.Cl.N[C@@H]1CN(C[C@@H](C1)C)C1=C(C=NC=C1)NC(=O)C=1C(=C(C(=CC1)F)C1=C(C=C(C=C1F)C1CCOCC1)F)F N-(4-((3S,5R)-3-amino-5-methylpiperidin-1-yl)pyridin-3-yl)-2,2',6,6'-tetrafluoro-4'-(tetrahydro-2H-pyran-4-yl)-[1,1'-biphenyl]-3-carboxamide dihydrochloride